tert-butyl(3-bromo-2,5-dimethylphenyl) carbamate C(N)(OC1=C(C(=C(C(=C1)C)C(C)(C)C)Br)C)=O